2-[(4-bromo-2-chloro-5-fluoro-phenyl)methyl]-3a,7a-dihydroisoindole-1,3-dione BrC1=CC(=C(C=C1F)CN1C(C2C=CC=CC2C1=O)=O)Cl